diphenylmethylene(cyclopentadienyl)(2-diethylamino-9-fluorenyl)hafnium dichloride [Cl-].[Cl-].C1(=CC=CC=C1)C(C1=CC=CC=C1)=[Hf+2](C1C2=CC=CC=C2C=2C=CC(=CC12)N(CC)CC)C1C=CC=C1